C(C)C=1C(NC=2C=C(C=NC2C1)C=C1CCN(CC1)C=1C=CC(=NC1)C(=O)NC=1C=NN(C1)C)=O 5-(4-((7-Ethyl-6-oxo-5,6-dihydro-1,5-naphthyridin-3-yl)methylene)piperidin-1-yl)-N-(1-Methyl-1H-pyrazol-4-yl)pyridineamide